C1(CC1)[C@H](C(C)(C)O)N1C(C2=C(C(=CC=C2C1)F)C1=C(C=CC=C1)OCC(F)(F)F)=O 2-((R)-1-cyclopropyl-2-hydroxy-2-methylpropyl)-6-fluoro-7-(2-(2,2,2-trifluoroethoxy)phenyl)isoindolin-1-one